Cyclopropane-1,1-dicarboxylic acid (4-fluoro-phenyl)-amide [3-(5-phenyl-1H-pyrrolo[2,3-b]pyridin-3-yl)-phenyl]-amide C1(=CC=CC=C1)C=1C=C2C(=NC1)NC=C2C=2C=C(C=CC2)NC(=O)C2(CC2)C(=O)NC2=CC=C(C=C2)F